FC1=C(C=CC(=C1F)N)C1=CC(=C(N)C=C1)F 2,3,3'-trifluorobenzidine